2,4-bis(2-methylphenyl)-6-[2-hydroxy-4-(3-acryloyloxy-2-hydroxypropoxy)phenyl]s-triazine 4-nitrobenzyl-((1R,3R)-3-(3-mercaptoazetidin-1-yl)cyclohexyl)carbamate [N+](=O)([O-])C1=CC=C(CN(C(O)=O)[C@H]2C[C@@H](CCC2)N2CC(C2)S)C=C1.CC1=C(C=CC=C1)C1=NC(=NC(=N1)C1=C(C=CC=C1)C)C1=C(C=C(C=C1)OCC(COC(C=C)=O)O)O